COC(=O)C=1C=CC=2C3=C(C(NC2C1)=O)C=NN3C 1-methyl-4-oxo-4,5-dihydro-1H-pyrazolo[4,3-c]quinoline-7-carboxylic acid methyl ester